2,2,4-trimethyl-1-((2-phenylprop-1-en-1-yl)oxy)pentan-3-yl isobutyrate C(C(C)C)(=O)OC(C(COC=C(C)C1=CC=CC=C1)(C)C)C(C)C